tert-butyl 5-(2,3-dimethylphenyl)-3-(6-fluoropyridin-3-yl)-6-methoxy-1H-pyrazolo[4,3-b]pyridine-1-carboxylate CC1=C(C=CC=C1C)C1=C(C=C2C(=N1)C(=NN2C(=O)OC(C)(C)C)C=2C=NC(=CC2)F)OC